7-hydroxy-2-methyl-8-(5-methyl-2-(prop-1-en-2-yl)phenyl)-2-(2-methylprop-1-en-1-yl)-5-pentyl-4H-benzo[d][1,3]dioxin-4-one OC=1C=C(C2=C(OC(OC2=O)(C=C(C)C)C)C1C1=C(C=CC(=C1)C)C(=C)C)CCCCC